ClC1=C(N2CCCC2=C1C(=O)NC1=CC(=C(C=C1)F)C)C(C(=O)N[C@@H]1[C@@H](CCC1)O)=O 6-chloro-N-(4-fluoro-3-methylphenyl)-5-(2-(((1S,2R)-2-hydroxycyclopentyl)amino)-2-oxoacetyl)-2,3-dihydro-1H-pyrrolizine-7-carboxamide